C1(CC1)C(=O)NC1=NC=C(C(=O)NC)C(=C1)NC1=CN(C2=C1N=C(N(C2=O)C)CC)C 6-(Cyclopropanecarboxamido)-4-((2-ethyl-3,5-dimethyl-4-oxo-4,5-dihydro-3H-pyrrolo[3,2-d]pyrimidin-7-yl)amino)-N-methylnicotinamide